benzyl 4-[(4-fluoropiperidin-4-yl)methyl]piperazine-1-carboxylate FC1(CCNCC1)CN1CCN(CC1)C(=O)OCC1=CC=CC=C1